1,3-dihydro-1-[2-hydroxy-5-(trifluoromethyl)phenyl]-5-(trifluoromethyl)-2H-benzimidazole OC1=C(C=C(C=C1)C(F)(F)F)N1CNC2=C1C=CC(=C2)C(F)(F)F